1,2,3,4-tetramethylimidazoline maleate C(\C=C/C(=O)O)(=O)O.CN1C(N(C(C1)C)C)C